OCC1CN(C1)C(=O)O[C@@H]1CC[C@H](CC1)C(N(C1=NC=CC(=C1)C=1C=NN(C1)C(C)C)C[C@@H]1CC[C@H](CC1)C1=CC(=C(C=C1)OC)C#N)=O trans-4-(((trans-4-(3-Cyano-4-methoxyphenyl)cyclohexyl)methyl)(4-(1-isopropyl-1H-pyrazol-4-yl)pyridin-2-yl)carbamoyl)cyclohexyl 3-(hydroxymethyl)azetidine-1-carboxylate